3,4',5,7-tetrahydroxy-3',5'-dimethoxyflavanone OC1C(OC2=CC(=CC(=C2C1=O)O)O)C1=CC(=C(C(=C1)OC)O)OC